FC(COC=1C(=NC(=NC1C)N(C(C1=CC=C(C=C1)OC)=O)C(C1=CC=C(C=C1)OC)=O)OC)F [5-(2,2-difluoroethoxy)-4-methoxy-6-methyl-pyrimidin-2-yl]-bis(p-anisoyl)amine